C(C)(C)(C)C=1C(=CC(=C(C1)C(C=1N(C(=CN1)C(=O)NC1CN(C1)C(=O)OC(C)(C)C)C)O)OCC1=CC=C(C=C1)OC)Cl tert-Butyl 3-(2-((5-(tert-butyl)-4-chloro-2-((4-methoxybenzyl)oxy)phenyl) (hydroxy)methyl)-1-methyl-1H-imidazole-5-carboxamido)azetidine-1-carboxylate